C(=O)C1=C(C=C2CCCN(C2=N1)C(=O)N)CN1C([C@H](CC1)OC)=C=O 7-formyl-6-(((S)-3-methoxy-2-carbonylpyrrolidin-1-yl)methyl)-3,4-dihydro-1,8-naphthyridin-1(2H)-carboxamide